(1-Bromoisoquinolin-3-yl)(methyl)carbamic acid tert-butyl ester C(C)(C)(C)OC(N(C)C=1N=C(C2=CC=CC=C2C1)Br)=O